N-[(1S,3R)-3-[4-(chloromethyl)-1,3-oxazol-2-yl]-3-{[5-fluoro-2-(3-fluoro-2-hydroxyphenyl)pyridin-4-yl]methyl}cyclopentyl]methanesulfonamide ClCC=1N=C(OC1)[C@@]1(C[C@H](CC1)NS(=O)(=O)C)CC1=CC(=NC=C1F)C1=C(C(=CC=C1)F)O